COC1=C(C=NC=C1)NCC#C[Si](C)(C)C 4-methoxy-N-(3-trimethylsilylprop-2-ynyl)pyridin-3-amine